5-(2-((2R,5S)-2-(2-(3-(dimethylamino)cyclobutyl)benzo[d]thiazol-5-yl)-5-methylpiperidin-1-yl)-2-oxoacetamido)-2-methoxybenzamide CN(C1CC(C1)C=1SC2=C(N1)C=C(C=C2)[C@@H]2N(C[C@H](CC2)C)C(C(=O)NC=2C=CC(=C(C(=O)N)C2)OC)=O)C